Azoleacetic acid N1C(=CC=C1)CC(=O)O